tert-butyl 4-(2-(2,5-dichloro-4-formylphenoxy)ethyl)piperazine-1-carboxylate ClC1=C(OCCN2CCN(CC2)C(=O)OC(C)(C)C)C=C(C(=C1)C=O)Cl